CC=1N=C(SC1C1=CC(=NC=C1)C(C(F)(F)F)(C)C)[NH-] {4-methyl-5-[2-(2,2,2-trifluoro-1,1-dimethyl-ethyl)-pyridin-4-yl]-thiazol-2-yl}-amide